2-(4-((1R,5S)-3,8-diazabicyclo[3.2.1]octan-3-yl)-8-fluoro-2-((hexahydro-1H-pyrrolizin-7a-yl)methoxy)pyrido[4,3-d]pyrimidin-7-yl)phenol [C@H]12CN(C[C@H](CC1)N2)C=2C1=C(N=C(N2)OCC23CCCN3CCC2)C(=C(N=C1)C1=C(C=CC=C1)O)F